tert-butyl (R)-2-(2-((tert-butyldimethylsilyl) oxy) ethyl)-5-oxopyrrolidin-1-carboxylate [Si](C)(C)(C(C)(C)C)OCC[C@@H]1N(C(CC1)=O)C(=O)OC(C)(C)C